N'-ethyl-carbodiimide C(C)N=C=N